N1(CCOCC1)CCOC1=CC=2C3=NN(C=4C=CC(OCCCNC(OCC(=C1)C2)=O)=CC34)C3OCCCC3 4-[2-(morpholin-4-yl)ethoxy]-19-(oxan-2-yl)-8,14-dioxa-10,19,20-triazatetracyclo[13.5.2.12,6.018,21]tricosa-1(20),2(23),3,5,15(22),16,18(21)-heptaen-9-one